C1C(=O)[C@H]([C@@H]([C@H](O1)CO)O)O The molecule is an organic heterocyclic compound, a cyclic ketone, a member of 3-pyrones, a cyclic ether, a triol and an anhydrohexose.